Cl.COC([C@@H](N(C(CNC)=O)C)C(C)C)=O N-methyl-N-(methylglycinyl)-L-valine methyl ester hydrochloride